F[P-](F)(F)(F)(F)F.N1(N=NC2=C1N=CC=C2)O[P+](N2CCCC2)(N2CCCC2)N2CCCC2 (7-azabenzotriazole-1-yloxy)tris(pyrrolidinyl)phosphonium hexafluorophosphate